1,2-bismaleimidoethane C1(C=CC(N1CCN1C(C=CC1=O)=O)=O)=O